(4aS,9bR)-ethyl 5-(1-amino-1-oxopropan-2-yl)-6-bromo-3,4,4a,5-tetrahydro-1H-pyrido[4,3-b]indole-2(9bH)-carboxylate NC(C(C)N1[C@@H]2[C@H](C=3C=CC=C(C13)Br)CN(CC2)C(=O)OCC)=O